6-chloro-4-isopropyl-1-(1-methyl-1H-1,2,3-triazol-4-yl)-2,7-naphthyridine ClC=1C=C2C(=CN=C(C2=CN1)C=1N=NN(C1)C)C(C)C